C(C)(C)(C)OOC(C)(C)C1=CC=C(C=C1)OOC(C)(C)C 1,4-bis(tertiary butyl-peroxy)isopropylbenzene